BrC1=CC2=NC(=C3C(=C2S1)N(C(=N3)CCCC)C(=O)O)NC(C)(C)C 7-bromo-2-butyl-4-(tert-butylamino)-1H-imidazo[4,5-d]thieno[3,2-b]pyridine-1-carboxylic acid